[Cl-].[Cl-].C(C)(C)(C)C=1C=C(C=C(C1)C(C)(C)C)C1=C2C=CC(C2=CC=C1)[Zr+2] 4-(3,5-ditertbutylphenyl)indenyl-zirconium dichloride